7-(1-acryloylpiperidin-4-yl)-2-(3-methoxy-4-phenoxyphenyl)-6,7-dihydro-5H-pyrrolo[1,2-a]imidazole-3-carboxamide C(C=C)(=O)N1CCC(CC1)C1CCN2C1=NC(=C2C(=O)N)C2=CC(=C(C=C2)OC2=CC=CC=C2)OC